CN1C=NC2=C(C1=O)C(=NC=C2C2=CC=C(C=C2)C(F)(F)F)NCC2(CC2)C(=O)N 1-(((3-methyl-4-oxo-8-(4-(trifluoromethyl)phenyl)-3,4-dihydropyrido[4,3-d]pyrimidin-5-yl)amino)methyl)cyclopropane-1-carboxamide